C(C1=CC=CC=C1)N1S(C(C(C2=C1C=CC=C2)=O)C2=CC=C(C=C2)F)(=O)=O 1-benzyl-3-(4-fluorophenyl)-1H-2,1-benzothiazin-4(3H)-one 2,2-dioxide